COC1=NC=NC2=CC=C(C=C12)C1(CN(C1)C(=O)OC(C)(C)C)C tert-Butyl 3-(4-methoxyquinazolin-6-yl)-3-methyl-azetidine-1-carboxylate